O=S1(N=C(C2=C1C=CC=C2)N2N=C(OC(C2)C)C2=CC(=C(C=C2)B(O)O)OC)=O [4-[4-(1,1-dioxo-1,2-benzothiazol-3-yl)-6-methyl-5,6-dihydro-1,3,4-oxadiazin-2-yl]-2-methoxy-phenyl]boronic acid